C(C)(C)(C)OC(=O)N1C(=C(C2=CC=CC=C12)C)B(O)O 1-(TERT-BUTOXYCARBONYL)-3-METHYL-1H-INDOL-2-YLBORONIC ACID